C(=O)C1=C2C=CC(=CC2=CC=C1)OS(=O)(=O)C1=CC=C(C=C1)C 5-formylnaphthalen-2-yl-4-methylbenzenesulfonate